BrC=1C(=NC(=C(C1)Br)OC)S(=O)(=O)NC(CNC1=CC=CC=C1)CCCC 3,5-dibromo-6-methoxy-N-[1-(phenylamino)hexan-2-yl]pyridine-2-sulfonamide